C(C)OC(=O)C1C(N(CCC1=O)C1CCC1)=O 1-cyclobutyl-2,4-dioxopiperidine-3-carboxylic acid ethyl ester